FC=1C=C(C=CC1C)C1(CN(CC1)C(N)=S)C1=NC=NS1 3-(3-fluoro-4-methylphenyl)-3-(1,2,4-thiadiazol-5-yl)pyrrolidine-1-carbothioamide